para-Cresylmethylether C1(=CC=C(C=C1)C)OC